5'-(4-((1H-Pyrazol-1-yl)sulfonyl)phenyl)-4'-chloro-1',2'-dihydrospiro[cyclopentane-1,3'-pyrrolo[2,3-b]pyridin] N1(N=CC=C1)S(=O)(=O)C1=CC=C(C=C1)C=1C(=C2C(=NC1)NCC21CCCC1)Cl